[Si](O)(O)(O)O.CCCCCC.CCCCCC.CCCCCC.CCCCCC tetrahexane silicate